C1(CCCCC1)COC=1C=C(C=NC1)C1(CCOCC1)C(=O)N[C@@H](C)C1=CC=C(C(=O)O)C=C1 4-[(1S)-1-[[4-[5-(cyclohexylmethoxy)-3-pyridinyl]tetrahydropyran-4-carbonyl]amino]ethyl]benzoic acid